N-Ethyl-N-((3-(2-(trifluoromethyl)pyridin-4-yl)pyrazolo[1,5-a]pyrimidin-6-yl)methyl)ethanamine C(C)N(CC)CC=1C=NC=2N(C1)N=CC2C2=CC(=NC=C2)C(F)(F)F